2-(Butylthio)-6-chloro-9-methyl-9H-purine C(CCC)SC1=NC(=C2N=CN(C2=N1)C)Cl